FC=1C=C2C3=C(NC2=C(C1F)NC)N=CC(=C3N3CCCC3)C=3C=C1C(C(=CN(C1=NC3)C3CNCC3)C(=O)O)=O 6-[6,7-difluoro-8-(methylamino)-4-pyrrolidin-1-yl-9H-pyrido[2,3-b]indol-3-yl]-4-oxo-1-pyrrolidin-3-yl-1,8-naphthyridine-3-carboxylic acid